C(C)(C)(C)OC(=O)N1CCN(CC1)C1=NN(C2=CC(=C(C=C12)C(C)C)C=1C=C(C=2N(C1)N=CN2)C)C(=O)OC(C)(C)C tert-Butyl 3-(4-(tert-butoxycarbonyl)piperazin-1-yl)-5-isopropyl-6-(8-methyl-[1,2,4]triazolo[1,5-a]pyridin-6-yl)-1H-indazole-1-carboxylate